CNC[C@@H]1OC[C@@H](C2=C1SC=C2)C2=C(C=CC=C2)C cis-N-methyl-1-(4-(2-tolyl)-4,7-dihydro-5H-thieno[2,3-c]pyran-7-yl)methylamine